[N+](=O)([O-])C1=CC=C(C=C1)C(C=CC1=CC=C(C(=O)O)C=C1)=O 4-[3-(4-Nitrophenyl)-3-oxoprop-1-enyl]benzoic acid